1-(2,5-dichloropyrimidin-4-yl)-1H-pyrazol-4-amine ClC1=NC=C(C(=N1)N1N=CC(=C1)N)Cl